C(#C)C=1C(=CSC1)OCC1=C(CN2CCOCC2)C=CC=C1 4-{2-[(4-ethynylthiophen-3-yloxy)methyl]benzyl}morpholine